2-cyclohexyl-4,6-dichlorophenol C1(CCCCC1)C1=C(C(=CC(=C1)Cl)Cl)O